CC(C)CC1=CC=C(C=C1)C(C)CO (2RS)-2-[4-(2-methylpropyl)phenyl]propan-1-ol